(6-(3-(1,3-dioxan-2-yl)propionyl)-5-bromopyridin-2-yl)cyclopropanecarboxamide O1C(OCCC1)CCC(=O)C1=C(C=CC(=N1)C1(CC1)C(=O)N)Br